C(C)(C)C=1C(=CC2=CN(N=C2C1)C)OC=1C(=NC(=NC1)N)N 5-(6-Isopropyl-2-methyl-2H-indazol-5-yloxy)-pyrimidine-2,4-diamine